CC1CN=C(O1)C1=C(C=CC=C1)C=1OC(CN1)C 1,2-bis(5-methyl-2-oxazolin-2-yl)benzene